FC1=C(C(=CC(=C1)C(F)(F)F)F)C1=NC(=NC2=NC(=C(N=C12)C)C)[C@@H]1C[C@@H](OCC1)C=1C=NN(C1)C1CC1 4-[2,6-difluoro-4-(trifluoromethyl)phenyl]-6,7-dimethyl-2-[(2R,4S)-2-(1-cyclopropylpyrazol-4-yl)tetrahydropyran-4-yl]pteridine